COC1=CC=C(CNC2=C3N=CN(C3=NC=N2)C2[C@H](O)[C@@H](O)[C@H](O)[C@H](O2)CO)O1 6-(5-methoxyfurfurylamino)-9-glucopyranosylpurine